ClC1=NNC=C1C=1C=C2C=CN(C(C2=CC1)=O)CC=1C=C(C=CC1)NC(=O)C1COC1 N-(3-((6-(3-chloro-1H-pyrazol-4-yl)-1-oxoisoquinolin-2(1H)-yl)methyl)phenyl)oxetane-3-carboxamide